FC(CCC(=O)[O-])F 4,4-difluorobutanoate